2-(2-bromo-4-chloro-5-methoxyphenyl)hydrazine BrC1=C(C=C(C(=C1)Cl)OC)NN